BrCC(=O)C=1C(=C(C=CC1)C1=CC=CC=C1)C 2-bromo-1-(2-methylbiphenyl-3-yl)ethanone